OC=1C=C(C(=O)C2=CC=CC=C2)C=CC1O 3,4-Dihydroxybenzophenon